Bromoacetic acid, hexadecyl ester BrCC(=O)OCCCCCCCCCCCCCCCC